tert-butyl 4-(2-(5-chloro-3-(methoxycarbonyl)-1H-pyrazol-1-yl)ethyl)piperidine-1-carboxylate ClC1=CC(=NN1CCC1CCN(CC1)C(=O)OC(C)(C)C)C(=O)OC